C1(=CC=C(C=C1)[C@H](C)N)C (S)-1-(p-tolyl)ethanamine